C(N)(=O)CC=1N=C(SC1)SCC(=O)NC[C@H]1CN(CCO1)CC1=CC(=C(C=C1)F)F (2S)-[4-(carbamoylmethyl)thiazol-2-ylthio]-N-{[4-(3,4-difluorobenzyl)morpholin-2-yl]methyl}acetamide